ClC=1C(=C(C=C2C=C(N=CC12)NC(=O)[C@H]1[C@@H](C1)C#N)C=1C=NC=CC1C)I |r| (±)-trans-N-[8-chloro-7-iodo-6-(4-methyl-3-pyridinyl)-3-isoquinolinyl]-2-cyano-cyclopropanecarboxamide